2-acrylamidoethanesulfonic acid, calcium salt [Ca+2].C(C=C)(=O)NCCS(=O)(=O)[O-].C(C=C)(=O)NCCS(=O)(=O)[O-]